ClC1=NSC(=N1)N1CC=2C(CC1)=NN(C2C=2C=C1C=CNC1=CC2)C2=C(C=CC=C2C)OCC(C)C 3-chloro-5-[3-(1H-indol-5-yl)-2-(2-isobutoxy-6-methyl-phenyl)-6,7-dihydro-4H-pyrazolo[4,3-c]pyridin-5-yl]-1,2,4-thiadiazole